C1(=CC=CC=C1)C1CCNC=2N1N=C(C2)C=2SC=CC2 (-)-7-Phenyl-2-(thiophen-2-yl)-4,5,6,7-tetrahydropyrazolo[1,5-a]pyrimidine